O1CCC(=CC1)C1=CC=C2C=C(C(=C(C2=C1)F)N1CC(NS1(=O)=O)=O)O 5-[7-(3,6-dihydro-2H-pyran-4-yl)-1-fluoro-3-hydroxynaphthalen-2-yl]-1λ6,2,5-thiadiazolidine-1,1,3-trione